CC1=CC=CC2=C1N=CO2 4-methyl-benzoxazole